C(C1=CC=CC=C1)(=O)O[C@]1([C@@H](O[C@@H]([C@H]1OC(C1=CC=CC=C1)=O)COC(C1=CC=CC=C1)=O)N1C2=NC(=NC(=C2N=C1)NC)N)C (2R,3R,4R,5R)-2-(2-amino-6-(methylamino)-9H-purin-9-yl)-5-((benzoyloxy) methyl)-3-methyltetrahydrofuran-3,4-diyl dibenzoate